6-(Dimethylamino)-2-methylpyrimido[5,4-d]pyrimidin-4(3H)-one CN(C=1N=CC=2N=C(NC(C2N1)=O)C)C